C(C(C)C)C1(CCCCC1)CN1N=CC(=C1)B1OC(C(O1)(C)C)(C)C 1-((1-isobutylcyclohexyl)methyl)-4-(4,4,5,5-tetramethyl-1,3,2-dioxaborolan-2-yl)-1H-pyrazole